C[O-].[K+] Kalium methoxide